CC1=C(C=CC=C1NC(C1=NC=C(C(=C1)C1CC1)CN1CC(C1)O)=O)C1=C(C(=CC=C1)NC(C1=NC=C(C(=C1)C1CC1)CN1CC(C1)O)=O)C N,N'-(2,2'-dimethyl-[1,1'-biphenyl]-3,3'-diyl)bis(4-cyclopropyl-5-((3-hydroxyazetidin-1-yl)methyl)picolinamide)